rel-(3R,5S)-5-{2-[(4-sulfamoylphenyl)amino]pyrimidin-5-yl}oxolan-3-yl N-(1-methylcyclopropyl)carbamate CC1(CC1)NC(O[C@H]1CO[C@@H](C1)C=1C=NC(=NC1)NC1=CC=C(C=C1)S(N)(=O)=O)=O |o1:7,10|